3-[({[(Tert-butoxy)carbonyl]amino}sulfonyl)(3,4-dimethyl-1,2-oxazol-5-yl)amino]-1-methylpiperidin-1-ium trifluoroacetate FC(C(=O)[O-])(F)F.C(C)(C)(C)OC(=O)NS(=O)(=O)N(C1C[NH+](CCC1)C)C1=C(C(=NO1)C)C